BrC1=CC=C2C=CC(=NC2=C1)N(C)NC(=O)[C@H]1NN(CCC1)C([C@H](C)NC([C@H](C(C)C)O)=O)=O (2S)-N-[(1s)-2-[(3S)-3-[[(7-Bromo-2-quinolyl)-methyl-amino]carbamoyl]hexahydropyridazin-1-yl]-1-methyl-2-oxo-ethyl]-2-hydroxy-3-methyl-butanamide